2-[6-[[6-(trifluoromethyl)-3-pyridinyl]methyl]-2-azaspiro[3.3]heptane-2-carbonyl]-8-oxa-2,5-diazaspiro[3.5]nonan-6-one FC(C1=CC=C(C=N1)CC1CC2(CN(C2)C(=O)N2CC3(C2)NC(COC3)=O)C1)(F)F